5-aminopyrrolo[1,2-c]quinazoline-9-carboxylic acid NC1=NC=2C=CC(=CC2C=2N1C=CC2)C(=O)O